(2-methylvinylbenzyl)trimethylammonium iodide [I-].CC=CC(C1=CC=CC=C1)[N+](C)(C)C